FC(C(=O)[O-])(F)F.CC1=[NH+]C=CN=C1 2-methyl-pyrazinium trifluoroacetate